6-methyl-2,3-diphenyl-1,5,6,7-tetrahydro-4H-indol-4-one CC1CC(C=2C(=C(NC2C1)C1=CC=CC=C1)C1=CC=CC=C1)=O